NC=1N=CN(C(C1C(=O)OC)=O)C1=C(C=C(C=C1C)[C@H](CF)F)C methyl (R)-4-amino-1-(4-(1,2-difluoroethyl)-2,6-dimethylphenyl)-6-oxo-1,6-dihydropyrimidine-5-carboxylate